3-(3-methoxyphenyl)acryloyl chloride COC=1C=C(C=CC1)C=CC(=O)Cl